C(C)C1=NC(=NO1)CN1C(=NC2=C1C=C(C(=C2)F)F)N2C[C@H]([C@@H](CC2)F)N (3R,4R)-1-(1-((5-Ethyl-1,2,4-oxadiazol-3-yl)methyl)-5,6-difluoro-1H-benzo[d]imidazol-2-yl)-4-fluoropiperidin-3-amin